ClC1=NC(=CC(=C1)C1(CC(C1)C)C(=O)NNC)COC 2-(1-(2-chloro-6-(methoxymethyl)pyridin-4-yl)-3-methylcyclobutane-1-carbonyl)-N-methylhydrazine